(6-amino-2-methylquinolin-5-yl)-2,5-dihydrophosphole 1-oxide NC=1C(=C2C=CC(=NC2=CC1)C)C1P(CC=C1)=O